C(C1=CC=CC=C1)OCC(=C)C(CC=C)=O 2-((benzyloxy)methyl)hexa-1,5-dien-3-one